2-(2-chloro-3,6-difluorophenyl)-N-[4-(3-chlorophenoxy)-3-sulfamoylphenyl]acetamide ClC1=C(C(=CC=C1F)F)CC(=O)NC1=CC(=C(C=C1)OC1=CC(=CC=C1)Cl)S(N)(=O)=O